N1CC(C1)CN(C1=C2C=NNC2=CC(=C1)C1=CC=C(C=C1)O)C 4-(4-((azetidin-3-ylmethyl)(methyl)amino)-1H-indazol-6-yl)phenol